ethyl-isopropyl-tryptamine C(C)N(CCC1=CNC2=CC=CC=C12)C(C)C